N-[(6-amino-2-pyridyl)sulfonyl]-2-(2,3-dimethylcyclopentyl)-6-(3-fluoro-5-isobutoxy-phenyl)pyridine-3-carboxamide NC1=CC=CC(=N1)S(=O)(=O)NC(=O)C=1C(=NC(=CC1)C1=CC(=CC(=C1)OCC(C)C)F)C1C(C(CC1)C)C